[Cu].[Sn].[In].[Ga] gallium-indium-tin-copper